ClC1=CC(=C(C(=C1)C)C=1C(NC2(C1O)COC1(CCOCC1)OC2)=O)OC 3-(4-chloro-2-methoxy-6-methylphenyl)-4-hydroxy-7,11,14-trioxa-1-azadispiro[4.2.58.25]pentadec-3-en-2-one